2-methoxyethanamine COCCN